NC1=C(C=NN1C(C)C)C(=O)NCC#CC1=NN2C(C=CC=C2N[C@H]2[C@H](CN(CC2)CC)F)=C1CC(F)(F)F 5-amino-N-(3-(7-{[(3S,4R)-1-ethyl-3-fluoropiperidin-4-yl]amino}-3-(2,2,2-trifluoroethyl)pyrazolo[1,5-a]pyridin-2-yl)prop-2-yn-1-yl)-1-isopropyl-1H-pyrazole-4-carboxamide